8-(5,5-di(tert-butoxycarbonyl)-2-norbornyloxycarbonyl)-tetracyclo[4.4.0.12,5.17,10]-3-dodecene C(C)(C)(C)OC(=O)C1(C2CC(C(C1)C2)OC(=O)C2C1C3C4C=CC(C3C(C2)C1)C4)C(=O)OC(C)(C)C